(1R,3S)-1-[(5-bromo-2-fluorophenyl)methyl]-3-methanesulfonamidocyclopentane-1-carboxylic acid BrC=1C=CC(=C(C1)C[C@]1(C[C@H](CC1)NS(=O)(=O)C)C(=O)O)F